Ethyl 2-(4-(5-fluoro-2-(methoxymethoxy)pyrimidin-4-yl)cyclohex-3-en-1-yl)acetate FC=1C(=NC(=NC1)OCOC)C1=CCC(CC1)CC(=O)OCC